CN1N=CC(=C1C1CC(C1)O)C(F)(F)F (1s,3s)-3-(1-methyl-4-(trifluoromethyl)-1H-pyrazol-5-yl)cyclobutan-1-ol